N'-(1,4-phenylenedi(methylene))bis(2-(piperidin-4-yl)acetamide) C1(=CC=C(C=C1)CC(C(=O)N)C1CCNCC1)CC(C(=O)N)C1CCNCC1